Pyrazolethion N1=NC(C=C1)=S